FC=1C=C(C=C(C1)F)[C@@H]1CC=NN1C(=O)N1CCN(CC1)C1=NC=C(C(=N1)C1=NN(C=C1)CC(=O)N)F (S)-2-(3-(2-(4-(5-(3,5-difluorophenyl)-4,5-dihydro-1H-pyrazol-1-carbonyl)piperazin-1-yl)-5-fluoropyrimidin-4-yl)-1H-pyrazol-1-yl)acetamide